OC1=C(C(/C=C/C2=CC=C(C=C2C)O)=O)C=CC=C1 2',4-dihydroxy-6-methyl-chalcone